(4-aminobenzyl)-2-(2-isopropylphenyl)-7-methyl-7,9-dihydro-8H-purin-8-one NC1=CC=C(CN2C3=NC(=NC=C3N(C2=O)C)C2=C(C=CC=C2)C(C)C)C=C1